N[C@@H](C(=O)NCC1=CC(=CC=C1)C(F)(F)F)CC=1N=CNC1 (R)-2-amino-3-(1H-imidazol-4-yl)-N-(3-(trifluoromethyl)benzyl)propanamide